N1N=NC2=NC(=CC=C21)C=2C=C(C(=O)NC1=CC=C(C=C1)OCC1=CC=CC=C1)C=CC2 3-(1H-[1,2,3]triazolo[4,5-b]pyridin-5-yl)-N-(4-(benzyloxy)phenyl)benzamide